N1(N=NC2=C1C=CC=C2)O[P+](N2CCCC2)(N2CCCC2)N2CCCC2 benzotriazole-1-yl-oxy-trispyrrolidino-phosphonium